BrC1=CC(=C(C=C1F)N1C(C2=CC=CC=C2C1=O)=O)OC 2-(4-Bromo-5-fluoro-2-methoxyphenyl)isoindoline-1,3-dione